COC(=O)C=1OC(=CC1)CBr 5-(bromomethyl)-2-furoic acid methyl ester